BrC1=CN=C(C=2N1C=CN2)Br 5,8-dibromoimidazo[1,2-a]pyrazine